ClC=1C=NC(=NC1)N1CCC(CC1)CCCOC1=CC(=C(C=C1)CC(=O)N1CCC(CC1)(CNC[C@@H]([C@@H]([C@@H](CO)O)O)O)O)F 2-[4-[3-[1-(5-chloropyrimidin-2-yl)-4-piperidinyl]propoxy]-2-fluoro-phenyl]-1-[4-hydroxy-4-[[[(2s,3s,4r)-2,3,4,5-tetrahydroxypentyl]amino]methyl]-1-piperidinyl]ethanone